ClC1=CC=C(C(=C1C1=C(C(=NC(=N1)NC1=CC(=C(C=C1)OCCN1CCOCC1)C)OC)C(=O)N)C)O (6-chloro-3-hydroxy-2-methylphenyl)-4-methoxy-2-((3-methyl-4-(2-morpholinoethoxy)phenyl)amino)pyrimidine-5-carboxamide